(E)-7-(3-(3-bromobenzylidene)-2,5-dioxopyrrolidinyl)heptanoate BrC=1C=C(\C=C/2\C(N(C(C2)=O)CCCCCCC(=O)[O-])=O)C=CC1